P(=O)(OC1=CC(=C(C(=C1)C(C)(C)C)O)C(C)(C)C)(OC1=CC(=C(C(=C1)C(C)(C)C)O)C(C)(C)C)[O-] bis(3,5-di-tert-butyl-4-hydroxyphenyl) phosphate